ClC1=C2CN(C(C2=CC(=C1)CNC1(CCC1)C)=O)C1=CC(=CC=C1)[C@@H](C1COC1)C1=NN=CN1C (R)-4-chloro-2-(3-((4-methyl-4H-1,2,4-triazol-3-yl)(oxetan-3-yl)methyl)phenyl)-6-(((1-methylcyclobutyl)amino)methyl)isoindolin-1-one